NC=1C=CC(=C(C1)CC#N)N1CCC(CC1)O 2-[5-amino-2-(4-hydroxypiperidin-1-yl)phenyl]acetonitrile